C1=CC=CC=2C3=CC=CC=C3C(C12)COC(=O)N[C@H](C(=O)O)[C@@H](C)OC (2S,3R)-2-((((9H-fluoren-9-yl)methoxy)carbonyl)amino)-3-methoxybutanoic acid